(S)-1-(5-methoxy-2-(1-methyl-1H-pyrazol-4-yl)-4-nitrophenyl)-4-(pyrrolidine-3-ylmethyl)piperazine COC=1C(=CC(=C(C1)N1CCN(CC1)C[C@@H]1CNCC1)C=1C=NN(C1)C)[N+](=O)[O-]